tert-Butyl 4-chloro-2-[(8-cyano-3,7-dimethyl-2,6-dioxo-purin-1-yl)methyl]indole-1-carboxylate ClC1=C2C=C(N(C2=CC=C1)C(=O)OC(C)(C)C)CN1C(N(C=2N=C(N(C2C1=O)C)C#N)C)=O